Cis-(2R,6R)-4-(7-cyanopyrazolo[1,5-a]pyridin-4-yl)-6-methyl-N-(4-fluoropyrrolidin-3-yl)morpholine-2-carboxamide C(#N)C1=CC=C(C=2N1N=CC2)N2C[C@@H](O[C@@H](C2)C)C(=O)N[C@@H]2CNC[C@@H]2F